4-(benzo[d][1,3]dioxol-5-ylmethyl)-6-chloro-pyrimidine-2,4-diamine O1COC2=C1C=CC(=C2)CC2(NC(=NC(=C2)Cl)N)N